(2R,4R)-N1-(5-Chloropyridin-2-yl)-N2-(5-((+)-3-cyclopropyl-1-(2-oxopyridin-1(2H)-yl)propyl)-2-fluorophenyl)-4-methoxypyrrolidine-1,2-dicarboxamide ClC=1C=CC(=NC1)NC(=O)N1[C@H](C[C@H](C1)OC)C(=O)NC1=C(C=CC(=C1)C(CCC1CC1)N1C(C=CC=C1)=O)F